methyl (2-(methoxyamino)ethyl)carbamate CONCCNC(OC)=O